β,β-difluoroacrylic acid FC(=CC(=O)O)F